N[C@@H](CC1=CC=CC=C1)C(=O)N[C@@H](CC1=CC=CC=C1)C(=O)O Phenylalanyl-Phenylalanine